FC1=C(C(=CC=C1)F)C=1NC2=C(C3=C(N1)C=NN3)C=C(C=N2)C2=CCN(CC2)C(C)O (4-(5-(2,6-difluorophenyl)-1,6-dihydropyrazolo[4,3-d]pyrido[3,2-f][1,3]diazepin-9-yl)-5,6-dihydropyridin-1(2H)-yl)ethan-1-ol